(2-amino-5-chloro-4-methoxy-phenyl)ethanone NC1=C(C=C(C(=C1)OC)Cl)C(C)=O